AMINOBENZOTHIAZOLE NC=1SC2=C(N1)C=CC=C2